C1(CC1)C1=NOC(C2=C1C=C(C=C2)NC(OC(C)(C)C)=O)=O tert-butyl 4-cyclopropyl-1-oxo-1H-benzo[d][1,2]oxazin-6-ylcarbamate